OC[C@H](C1=CC=CC=C1)NC1=NC(=NC=C1C1=NC(=NO1)C=1C=NC=CC1)NC1=CC=C2C(NN(C2=C1)C)=O (S)-6-((4-((2-hydroxy-1-phenylethyl)amino)-5-(3-(pyridin-3-yl)-1,2,4-oxadiazol-5-yl)pyrimidin-2-yl)amino)-1-methyl-1,2-dihydro-3H-indazol-3-one